N,N,N',N'-Tetramethyl-ethylendiamin CN(CCN(C)C)C